1H,4H,5H,8H,9H-pyrrolo[2,3-c]azocin-9-one N1C=CC2=C1C(NC=CCC2)=O